CN1CC=2N(C=3C=CC=C(C13)N)N=C(C2)C(F)(F)F 5-methyl-2-(trifluoromethyl)-4,5-dihydropyrazolo[1,5-a]quinoxalin-6-amine